6-(1,4-diazepan-1-yl)nicotinonitrile hydrochloride Cl.N1(CCNCCC1)C1=NC=C(C#N)C=C1